CC(C(=O)O[C@@]1(CC=C(CC1)C)C(C)=O)(C)C (S)-1-acetyl-4-methylcyclohex-3-en-1-yl trimethylacetate